rac-dimethylsilylenebis(2-methyl-4-phenylindenyl)-zirconium dichloride [Cl-].[Cl-].C[Si](=[Zr+2](C1C(=CC2=C(C=CC=C12)C1=CC=CC=C1)C)C1C(=CC2=C(C=CC=C12)C1=CC=CC=C1)C)C